ClC=1C=CC2=C(C(C[C@@H](O2)C(=O)NC23C[C@@H](C(CC2)(CC3)NC(COC3CC(C3)OC(F)(F)F)=O)O)=O)C1 (2R)-6-chloro-N-[(3S)-3-hydroxy-4-(2-{[(1s,3R)-3-(trifluoromethoxy)cyclobutyl]oxy}acetamido)bicyclo[2.2.2]octan-1-yl]-4-oxo-3,4-dihydro-2H-1-benzopyran-2-carboxamide